FC(OCC1CN(C1)C(=O)C=1N=CN(C1)C12CC(C1)(C2)C(=O)OC)(F)F methyl 3-(4-{3-[(trifluoromethoxy)methyl]azetidine-1-carbonyl}-1H-imidazol-1-yl)bicyclo[1.1.1]pentane-1-carboxylate